CC1=NN(C=2C1=NC(=CC2)C=2C=C(C=CC2)NC(C=C)=O)COCC[Si](C)(C)C N-[3-[3-methyl-1-(2-trimethylsilylethoxymethyl)pyrazolo[4,3-b]pyridin-5-yl]phenyl]prop-2-enamide